FC(C(=O)[O-])(F)F.C(CCCCC)OC(=O)OCOC(C(=O)OC1CC2CCC(C1)[N+]21CCCC1)(C1=CC=CC=C1)C1=CC=CC=C1 3-(2-((((Hexyloxy)carbonyl)oxy)methoxy)-2,2-diphenylacetoxy)spiro[bicyclo[3.2.1]octane-8,1'-pyrrolidin]-8-ium trifluoroacetate